NC1(CCN(CC1)C=1C(=NC(=C(N1)OC)C1=C(C(=CC=C1)Cl)Cl)CO)C [3-(4-amino-4-methylpiperidin-1-yl)-6-(2,3-dichlorophenyl)-5-methoxypyrazin-2-yl]methanol